BrC1=C(C=C(C=C1)[C@@H]1N(C[C@H](C1)O)C(=O)OC(C)(C)C)F tert-butyl (trans)-2-(4-bromo-3-fluorophenyl)-4-hydroxypyrrolidine-1-carboxylate